1-(6-methoxy-2-(2-methoxy-7-methylquinoxalin-5-yl)benzo[d]thiazol-4-yl)ethan-1-ol COC1=CC2=C(N=C(S2)C2=C3N=CC(=NC3=CC(=C2)C)OC)C(=C1)C(C)O